NC1(COC1)CNC1=NC=NC2=CC=CC=C12 4-(((3-aminooxetan-3-yl)methyl)amino)-quinazoline